NC1=NC(=CC(=N1)N1CCC2(C[C@H](NC2)C(=O)OCC)CC1)O[C@@H](C(F)(F)F)C=1C(=NC(=CC1)C)N1N=C(C=C1)C (S)-ethyl 8-(2-amino-6-((R)-2,2,2-trifluoro-1-(6-methyl-2-(3-methyl-1H-pyrazol-1-yl)pyridin-3-yl)ethoxy)pyrimidin-4-yl)-2,8-diazaspiro[4.5]decane-3-carboxylate